C1(=CC=CC=C1)C1=CC(=C(C=C1)N)C1=CC(=CC=C1)C1=CC=CC=C1 [1,1':3',1'':3'',1'''-quaterphenyl]-4'-amine